fluoro-3,4-dimethoxycinnamic acid FC(C(=O)O)=CC1=CC(=C(C=C1)OC)OC